CN(C=1C=C(CN(C=2SC=C(N2)COCCOCC2=CC(=CC=C2)OC)CC2=CC(=CC=C2)OC)C=CC1)C N-(3-(dimethylamino)benzyl)-N-(3-methoxybenzyl)-4-((2-(3-methoxybenzyloxy)ethoxy)methyl)thiazol-2-amine